(S)-7-((2-bromo-1H-imidazol-1-yl)methyl)-4-(cyclopropylethynyl)-4-(1,1-difluoroethyl)-6-fluoro-3,4-dihydroquinazolin-2(1H)-one BrC=1N(C=CN1)CC1=C(C=C2[C@](NC(NC2=C1)=O)(C(C)(F)F)C#CC1CC1)F